N-Fluorenylmethoxycarbonyl-D-leucine C1(=CC=CC=2C3=CC=CC=C3CC12)COC(=O)N[C@H](CC(C)C)C(=O)O